FC(C1=NN=C(S1)N1N=CC2=C(C=C(C=C12)S(=O)(=O)NC1(CC1)C#N)C1=CC=NC=C1)F 1-[({1-[5-(difluoromethyl)(1,3,4-thiadiazol-2-yl)]-4-(4-pyridyl)-1H-indazol-6-yl}sulfonyl)amino]cyclopropanecarbonitrile